ClC1=C(C=C(C=C1)S(=O)(=O)NC=1C(=NC=C(C1)C)OC1=CC(=NN1C)C(=O)O)C(F)(F)F 5-((3-((4-Chloro-3-(trifluoromethyl)phenyl)sulfonamido)-5-methylpyridin-2-yl)oxy)-1-methyl-1H-pyrazole-3-carboxylic acid